[I-].OC1=C(C=CC=C1)N1C=[N+](C=C1)C 1-(2-hydroxyphenyl)-3-methyl-1H-imidazol-3-ium iodide